ClC1=C2C(C(NC2=CC=C1)=O)C[C@@H](C#N)NC([C@H](CC1CC1)NC(=O)C=1NC2=CC=CC(=C2C1)OC)=O N-((2S)-1-(((1S)-2-(4-chloro-2-oxoindolin-3-yl)-1-cyanoethyl)amino)-3-cyclopropyl-1-oxopropan-2-yl)-4-methoxy-1H-indole-2-carboxamide